1-(4-Bromobenzyl)-1H-indazole-6-carboxylic acid hydroxyamide ONC(=O)C1=CC=C2C=NN(C2=C1)CC1=CC=C(C=C1)Br